ClC=1C(=NC(=NC1)N1CCC(CC1)F)NC1=CC(=NO1)C1=CC=C(C=C1)OC N-(5-Chloro-2-(4-fluoropiperidin-1-yl)pyrimidin-4-yl)-3-(4-methoxyphenyl)isoxazol-5-amine